COC1=C(C(=O)NS(=O)(=O)C2=CC=C(C(=O)Cl)C=C2)C=CC=C1 4-[[(2-methoxybenzoyl)amino]sulfonyl]benzoyl chloride